N[C@H]1C[S+](C2=C(N(C1=O)CC1=CC=C(C=C1)OC(F)(F)F)C=C(C=C2)C=2OC(=NN2)CC(F)(F)F)[O-] (3R)-3-amino-1-oxido-7-[5-(2,2,2-trifluoroethyl)-1,3,4-oxadiazol-2-yl]-5-[[4-(trifluoromethoxy)phenyl]methyl]-2,3-dihydro-1,5-benzothiazepin-1-ium-4-one